C(C)(C)NC(OC(C(F)(F)F)(C(F)(F)F)[C@]1(CN(CC1)C(C)(C)C=1C=NC(=CC1)C)CCC=1SC(=CC1)F)=O |o1:15| (R or S)-1,1,1,3,3,3-hexafluoro-2-(3-(2-(5-fluorothiophen-2-yl)ethyl)-1-(2-(6-methylpyridin-3-yl)propan-2-yl)pyrrolidin-3-yl)propan-2-yl isopropylcarbamate